C(#N)C(CC)NC(=O)C1=NNC(=C1)C=1C=C(C=CC1)C=1OC(=CN1)C(=O)NC(CC)CC 2-(3-(3-((1-cyanopropyl)carbamoyl)-1H-pyrazol-5-yl)phenyl)-N-(pentan-3-yl)oxazole-5-carboxamide